(Z)-3-((1H-pyrrol-2-yl)methylene)-5-((2,3-difluorobenzyl)amino)indolin-2-one N1C(=CC=C1)\C=C\1/C(NC2=CC=C(C=C12)NCC1=C(C(=CC=C1)F)F)=O